FC(N1C(=NN(C1=O)C=1C=C(C=CC1)NS(=O)(=O)C)C)F N-(3-(4-(difluoromethyl)-3-methyl-5-oxo-4,5-dihydro-1H-1,2,4-triazol-1-yl)phenyl)methanesulfonamide